N-[(1S)-1-[3-(2-cyclopropyl-4-pyridyl)-1,2,4-oxadiazol-5-yl]ethyl]-2-methyl-benzamide C1(CC1)C1=NC=CC(=C1)C1=NOC(=N1)[C@H](C)NC(C1=C(C=CC=C1)C)=O